N-(2,2-difluoroethyl)-4-{1-[5-(difluoromethyl)-1,3,4-thiadiazol-2-yl]-6-[(oxetan-3-ylidene)sulfamoyl]indazol-4-yl}-N-methylpiperazine-1-carboxamide FC(CN(C(=O)N1CCN(CC1)C1=C2C=NN(C2=CC(=C1)S(N=C1COC1)(=O)=O)C=1SC(=NN1)C(F)F)C)F